ClCC(=O)NC=1C=NC(=C(C1)[N+](=O)[O-])C 2-chloro-N-(6-methyl-5-nitropyridin-3-yl)acetamide